N,N-bis(4-methoxyphenyl)ethylenediamine COC1=CC=C(C=C1)N(CCN)C1=CC=C(C=C1)OC